5-((5-(3-(5-(tert-butyl)pyridin-3-yl)cyclopentyl)-1H-pyrazol-3-yl)amino)-4-fluoro-2,3-dihydrobenzo[d]isothiazole 1,1-dioxide C(C)(C)(C)C=1C=C(C=NC1)C1CC(CC1)C1=CC(=NN1)NC=1C=CC2=C(CNS2(=O)=O)C1F